tert-butyl 7-(1-(3-(2-(methoxymethoxy)phenyl)-5-methyl-7-((2-(trimethylsilyl)ethoxy)methyl)-7H-pyrrolo[2,3-c]pyridazin-6-yl)ethyl)-3-oxa-7,9-diazabicyclo[3.3.1]nonane-9-carboxylate COCOC1=C(C=CC=C1)C1=CC2=C(N=N1)N(C(=C2C)C(C)N2CC1COCC(C2)N1C(=O)OC(C)(C)C)COCC[Si](C)(C)C